FC1=C(C=CC=C1F)CN1CC(N(C(C1)C)C(C(C)C)=O)C(=O)NCC1=CC=C(C=C1)C=1OC=CC1 4-[(2,3-difluorophenyl)methyl]-N-{[4-(furan-2-yl)phenyl]methyl}-6-methyl-1-(2-methylpropanoyl)piperazine-2-carboxamide